COC1=CC=C(C=C1)NC1CN(CCC1)C=1C2=C(N=C(N1)C1=NC=CC=C1)CCC2 N-(4-methoxyphenyl)-1-[2-(pyridin-2-yl)-5H,6H,7H-cyclopenta[d]pyrimidin-4-yl]piperidin-3-amine